NC1=NC=C(C2=C1COC2)NC(C(=O)N(C(C)C2CCOCC2)C(C)C=2C=CC1=C(N=CS1)C2)=O N1-(4-amino-1,3-dihydrofuro[3,4-c]pyridin-7-yl)-N2-(1-(benzo[d]thiazol-5-yl)ethyl)-N2-(1-(tetrahydro-2H-pyran-4-yl)ethyl)oxalamide